2,2-dimethylbutanal CC(C=O)(CC)C